tert-butyl (6R,9R)-4-((S)-4-((benzyloxy) carbonyl)-3-(cyanomethyl) piperazin-1-yl)-2-(methylsulfinyl)-5,6,7,9-tetrahydro-8H-6,9-methanopyrimido[4,5-c]azepin-8-carboxylate C(C1=CC=CC=C1)OC(=O)N1[C@H](CN(CC1)C1=NC(=NC=2[C@@H]3N(C[C@H](CC21)C3)C(=O)OC(C)(C)C)S(=O)C)CC#N